(6-Amino-4-methoxy-3',4',5',6'-tetrahydro-2'H-[3,4']bipyridinyl-1'-yl)-[4-methoxy-5-(4-methoxy-phenoxy)-pyridin-2-yl]-methanone NC1=CC(=C(C=N1)C1CCN(CC1)C(=O)C1=NC=C(C(=C1)OC)OC1=CC=C(C=C1)OC)OC